NC=1C=C(C=C(C1)C(F)(F)F)[C@@H](C)NC=1C=2N(C=C(C1)C(F)(F)F)N=C(N2)C=2CCNCC2 N-[(1R)-1-[3-amino-5-(trifluoromethyl)phenyl]ethyl]-2-(1,2,3,6-tetrahydropyridin-4-yl)-6-(trifluoromethyl)-[1,2,4]triazolo[1,5-a]pyridin-8-amine